3-(4-chloro-2-fluorobenzyloxy)pyridin-2(1H)-one ClC1=CC(=C(COC=2C(NC=CC2)=O)C=C1)F